N-methyl-1,2,5-oxadiazol-3-amine CNC1=NON=C1